ClC1=CC=C(CN2C3(CN(C3)C(=O)N)C(N(CC2=O)C2CCC(CC2)C)=O)C=C1 5-(4-chlorobenzyl)-8-((1r,4r)-4-methylcyclohexyl)-6,9-dioxo-2,5,8-triazaspiro[3.5]nonane-2-carboxamide